O=C1NC(CCC1N1C(C2=CC=C(C=C2C1=O)N1CCC(CC1)C1CCN(CC1)CC1CN(CC1)C(=O)OC(C)(C)C)=O)=O tert-butyl 3-((1'-(2-(2,6-dioxopiperidin-3-yl)-1,3-dioxoisoindolin-5-yl)-[4,4-bipiperidin]-1-yl)methyl)pyrrolidine-1-carboxylate